(2R,3aS,6S,6aR)-6-((2-amino-3-fluoroquinolin-7-yl)methyl)-2-(4-amino-5-fluoro-2-methyl-7H-pyrrolo[2,3-d]pyrimidin-7-yl)hexahydro-3aH-cyclopenta[b]furan-3,3a-diol NC1=NC2=CC(=CC=C2C=C1F)C[C@@H]1CC[C@]2([C@@H]1O[C@H](C2O)N2C=C(C1=C2N=C(N=C1N)C)F)O